ClC1=CC=C(S1)CNC1=CC(=NN1C(C(C)(C)C)=O)C1CCN(CC1)CC(C1=NC=CC=C1)(F)F 1-(5-{[(5-Chlorothiophen-2-yl)methyl]amino}-3-{1-[2,2-difluoro-2-(pyridin-2-yl)ethyl]piperidin-4-yl}-1H-pyrazol-1-yl)-2,2-dimethylpropan-1-on